FC(OC1=C(C=C(CC=2N(C=3C(=C4CC[C@@H](N(C4=CC3)C(=O)OC)C)N2)C2CCCCC2)C=C1)F)F (1S,4r)-4-((S)-2-(4-(Difluoromethoxy)-3-fluorobenzyl)-6-(methoxycarbonyl)-7-methyl-6,7,8,9-tetrahydro-3H-imidazo[4,5-f]chinolin-3-yl)cyclohexan